5-fluoro-3-methyl-1,2-benzoxazole-6-carboxylic acid FC=1C(=CC2=C(C(=NO2)C)C1)C(=O)O